N-hexadecanoyl-phytosphingosine C(CCCCCCCCCCCCCCC)(=O)N[C@@H](CO)[C@H](O)[C@H](O)CCCCCCCCCCCCCC